1,8-dihydroxy-bicyclo[7.3.1]trideca-4,9-diene-2,6-diyne-13-one OC12C#CC=CC#CC(C(=CCC1)C2=O)O